N[C@@H]1CN(CC[C@H]1F)C1=NC2=C(N1CC(=O)N1CCC(CC1)C(=O)N(C)C(C)C)C=C(C(=C2)F)F 1-(2-(2-((3r,4r)-3-amino-4-fluoropiperidin-1-yl)-5,6-difluoro-1H-benzo[d]imidazol-1-yl)acetyl)-N-isopropyl-N-methylpiperidine-4-carboxamide